7-Chloro-1-methyl-1H-pyrrolo[2,3-c]pyridine ClC=1N=CC=C2C1N(C=C2)C